CC(C)(C)OC(=O)N1C=C(C2=CC=CC=C21)C[C@@H](C(=O)O)NC(=O)OCC3C4=CC=CC=C4C5=CC=CC=C35 N-α-(9-fluorenylmethoxycarbonyl)-1-(t-butoxycarbonyl)-L-tryptophan